FCC1CN(C1)CCOC1=CC=C(C=C1)[C@H]1OC2=C(C=CC(=C2)C(F)(F)F)C=2C=NC=3C=C(C=CC3C21)O |r| Racemic-5-(4-{2-[3-(fluoromethyl)azetidin-1-yl]ethoxy}phenyl)-8-(trifluoromethyl)-5H-[1]benzopyrano[4,3-c]quinolin-2-ol